N-(8-chloro-4,5-dihydronaphtho[2,1-d]isoxazol-3-yl)-2,6-dimethoxybenzenesulfonamide ClC1=CC=C2CCC=3C(=NOC3C2=C1)NS(=O)(=O)C1=C(C=CC=C1OC)OC